6-((2,3',5'-trifluoro-[1,1'-biphenyl]-3-yl)methyl)-5-azaspiro[2.4]heptane-5-carboxylic acid tert-butyl ester C(C)(C)(C)OC(=O)N1CC2(CC2)CC1CC=1C(=C(C=CC1)C1=CC(=CC(=C1)F)F)F